4-CHLORO-2-ETHOXYPHENYLBORONIC ACID ClC1=CC(=C(C=C1)B(O)O)OCC